tert-butyl 6-[1-methyl-7-[4-(4-methylpiperazin-1-yl)anilino]-2-oxo-4H-pyrimido[4,5-d]pyrimidin-3-yl]-1-azaspiro[3.3]heptane-1-carboxylate CN1C(N(CC=2C1=NC(=NC2)NC2=CC=C(C=C2)N2CCN(CC2)C)C2CC1(CCN1C(=O)OC(C)(C)C)C2)=O